NC=1C(=NC(=C(N1)NCC1=CC=C(C=C1)I)Cl)C(=O)NCCN1CCN(CC1)CC1=CC=CC=C1 3-amino-N-(2-(4-benzylpiperazin-1-yl)ethyl)-6-chloro-5-(4-iodobenzylamino)pyrazine-2-carboxamide